COC1=CC=C(CO[C@H]2[C@H](S)O[C@@H]([C@@H]([C@@H]2OCC2=CC=CC=C2)OCC2=CC=CC=C2)C(O)C(CCC(=O)C)=O)C=C1 O-p-methoxybenzyl-3,4-di-O-benzyl-6-levulinyl-1-thio-β-D-galactopyranose